4-((3aR,5s,6aS)-5-(3-(2-methoxypyridin-4-yl)-6-methyl-1H-indazol-5-yl)hexahydrocyclopenta[c]pyrrol-2(1H)-yl)tetrahydro-2H-thiopyran 1,1-dioxide COC1=NC=CC(=C1)C1=NNC2=CC(=C(C=C12)C1C[C@@H]2[C@@H](CN(C2)C2CCS(CC2)(=O)=O)C1)C